resveratrol 3,5,4'-triacetate C(C)(=O)OC=1C=C(C=C(C1)OC(C)=O)C=CC1=CC=C(OC(C)=O)C=C1